C(#N)C1=C(N=C(S1)N(C1=CN(C(C2=CC=C(C=C12)N1CCN(CC1)S(=O)(=O)N)=O)C1CC1)C)C1=CC=C(C=C1)F 4-(4-((5-cyano-4-(4-fluorophenyl)thiazol-2-yl)(methyl)amino)-2-cyclopropyl-1-oxo-1,2-dihydroisoquinolin-6-yl)piperazine-1-sulfonamide